O[C@H]1[C@@H](CC2=CC=CC=C2C1)SC(=O)C1=CC=CC=C1 |r| racemic-[trans-(3-hydroxy-1,2,3,4-tetrahydronaphthalen-2-yl)thio](phenyl)methanone